C(C)C1=CC=C(C=C1)[N+](=O)[O-] p-ethyl-nitrobenzene